FC1(CCNCC1)CN1CCC(CC1)C=1C=CC=C2C(=NN(C12)C)C1C(NC(CC1)=O)=O 3-(7-(1-((4-fluoropiperidin-4-yl)methyl)piperidin-4-yl)-1-methyl-1H-indazol-3-yl)piperidine-2,6-dione